N[C@@H](C(=O)NC=1N=NC(=C(C1)C1CC1)C1=C(C=C(C=C1)C#C)O)C1CC1 (R)-2-amino-2-cyclopropyl-N-(5-cyclopropyl-6-(4-ethynyl-2-hydroxyphenyl)pyridazin-3-yl)acetamide